1-(5-(8-((3-methyl-4-((1-methyl-1H-benzo[d][1,2,3]triazol-5-yl)oxy)phenyl)amino)pyrimido[5,4-d]pyrimidin-2-yl)-2,5-diazabicyclo[2.2.1]heptan-2-yl)prop-2-en-1-one CC=1C=C(C=CC1OC1=CC2=C(N(N=N2)C)C=C1)NC1=NC=NC2=C1N=C(N=C2)N2C1CN(C(C2)C1)C(C=C)=O